(R)-6-chloro-3-((1-(2-cyano-3-(6,6-difluoro-2-azaspiro[3.3]heptan-2-yl)-7-methylquinoxalin-5-yl)ethyl)amino)picolinic acid ClC1=CC=C(C(=N1)C(=O)O)N[C@H](C)C1=C2N=C(C(=NC2=CC(=C1)C)C#N)N1CC2(C1)CC(C2)(F)F